C(C)(C)(C)N1N=C(C=C1[C@@H]1C[C@@H](CC1)OC(=O)OC1=CC=C(C=C1)[N+](=O)[O-])NC(OCC1=CC=CC=C1)=O benzyl (1-(tert-butyl)-5-((1S,3R)-3-(((4-nitrophenoxy)carbonyl)oxy)cyclopentyl)-1H-pyrazol-3-yl)carbamate